BrC1=CC(=CC=2OC3=C(C21)C=CC=C3)Cl 1-Bromo-3-chlorodibenzo[b,d]furan